3-Isothiazolin S1NC=CC1